ClCC=1OC(=CN1)C1=CC(=CC=C1)Cl 2-(chloromethyl)-5-(3-chlorophenyl)oxazole